5-methoxy-pyridine-4-sulfonamide COC=1C(=CC=NC1)S(=O)(=O)N